C(C#CC)C1=C(C(=O)N)C=CC=C1 but-2-yn-1-yl-benzamide